2,6-difluoro-dimethoxybenzaldehyde FC1=C(C=O)C(=C(C=C1OC)OC)F